tert-butyl N-(8-methoxy-6-methyl-imidazo[1,2-a]pyrazin-2-yl)carbamate COC=1C=2N(C=C(N1)C)C=C(N2)NC(OC(C)(C)C)=O